[Br-].C(C1=CC=CC=C1)[N+]1=CC(=CC(=C1)CC(=O)OCC)C1=CC=C(C=C1)NC(=O)OC(C)(C)C 1-benzyl-3-(4-((tert-butoxycarbonyl)amino)phenyl)-5-(2-ethoxy-2-oxoethyl)pyridin-1-ium bromide